CN(CCNC=C1C(CC(CC1=O)C1=C(C(=CC(=C1)Cl)Cl)Cl)=O)C 2-(((2-(dimethylamino)ethyl)amino)methylene)-5-(2,3,5-trichlorophenyl)cyclohexane-1,3-dione